BrC=1C=C2C(C(NC2=C(C1F)Cl)=O)(C)C 5-bromo-7-chloro-6-fluoro-3,3-dimethylindolin-2-one